tert-butyl 6-(6-(methoxycarbonyl)pyrazin-2-yl)-2,6-diazaspiro[3.4]octane-2-carboxylate COC(=O)C1=CN=CC(=N1)N1CC2(CN(C2)C(=O)OC(C)(C)C)CC1